C(C)(C)N1C(N(C(C(=C1)C(=O)NC1=CC(=C(C=C1)OC1=C(C(=NC=2N1N=CC2)C)C)F)=O)C2=CC=C(C=C2)F)=O 1-isopropyl-3-(4-fluorophenyl)-N-(3-fluoro-4-((5,6-dimethylpyrazolo[1,5-a]pyrimidin-7-yl)oxy)phenyl)-2,4-dioxo-1,2,3,4-tetrahydropyrimidine-5-carboxamide